1-amino-4-bromopyridine-1-ium N[N+]1=CC=C(C=C1)Br